ClC1=C(C=CC=C1)CCN1[C@@H]([C@H]([C@@H]([C@H](C1)O)O)O)C (2R,3R,4R,5S)-1-(2-chlorophenyl-ethyl)-2-methylpiperidine-3,4,5-triol